Tertiary butyl-silane calcium edetate C(N(CC(=O)[O-])CC(=O)[O-])CN(CC(=O)[O-])CC(=O)[O-].[Ca+2].C(C)(C)(C)[SiH3].[Ca+2]